rac-(2r,3s,4s,5r)-3-(4-fluoro-2-hydroxy-3-methylphenyl)-4,5-dimethyl-5-(trifluoromethyl)tetrahydrofuran-2-carboxylic acid FC1=C(C(=C(C=C1)[C@H]1[C@@H](O[C@]([C@H]1C)(C(F)(F)F)C)C(=O)O)O)C |r|